C(C1=CC=CC=C1)OC(NCCCN)=O (3-amino-propyl)-carbamic acid benzyl ester